2-(4-((6,7-dimethoxyquinazolin-4-yl)oxy)phenyl)-2,2-difluoro-N-(3-(trifluoromethyl)phenyl)acetamide COC=1C=C2C(=NC=NC2=CC1OC)OC1=CC=C(C=C1)C(C(=O)NC1=CC(=CC=C1)C(F)(F)F)(F)F